C(#N)C1=CC(=C(C=C1)NS(=O)(=O)C1=CN(C(=C1)CC1=NC=CC=C1)S(=O)(=O)C1=CC=C(C)C=C1)F N-(4-cyano-2-fluorophenyl)-5-(pyridin-2-ylmethyl)-1-tosyl-1H-pyrrole-3-sulfonamide